CO\N=C(\C(=O)OC)/C1=C(C=CC=C1)COC1=C(C=CC=C1)C methyl (E)-methoxyimino[2-(o-tolyloxymethyl)phenyl]acetate